(5-methylthiophene-2-yl)boric acid CC1=CC=C(S1)OB(O)O